6-hydroxy-3,4-dihydronaphthalene-1(2H)-one OC=1C=C2CCCC(C2=CC1)=O